6-[[2-(3-chloro-2-pyridyl)-5-(2,2,2-trifluoroethoxy)pyrazole-3-carbonyl]amino]-5-methyl-2-(trifluoromethyl)quinoline-7-carboxamide ClC=1C(=NC=CC1)N1N=C(C=C1C(=O)NC=1C(=C2C=CC(=NC2=CC1C(=O)N)C(F)(F)F)C)OCC(F)(F)F